(S)-1-(5-(6-chloro-5-methoxy-1-methyl-3-(1H-pyrazol-4-yl)-1H-pyrrolo[3,2-b]pyridin-2-yl)-1H-1,2,4-triazol-3-yl)-2-meth-oxy-N,N-dimethylethan-1-amine ClC=1C=C2C(=NC1OC)C(=C(N2C)C2=NC(=NN2)[C@@H](COC)N(C)C)C=2C=NNC2